C1(CC1)N(CC[C@@H](C(=O)O)NC1=NC=NC2=CC=CC=C12)CCCCC1=NC=2NCCCC2C=C1 (S)-4-(cyclopropyl-(4-(5,6,7,8-tetrahydro-1,8-naphthyridin-2-yl)butyl)amino)-2-(quinazolin-4-ylamino)butyric acid